6-(4-Chloro-2-(4-methyl-4H-1,2,4-triazol-3-yl)phenyl)-2-(6-chloro-4-(2-((cyclopropylmethyl)amino)propan-2-yl)pyridin-2-yl)isoindolin-1-one ClC1=CC(=C(C=C1)C1=CC=C2CN(C(C2=C1)=O)C1=NC(=CC(=C1)C(C)(C)NCC1CC1)Cl)C1=NN=CN1C